Methyl 2-[1-[4-(2,4-dioxohexahydropyrimidin-1-yl)-2-fluoro-phenyl]-4-hydroxy-4-piperidyl]acetate O=C1N(CCC(N1)=O)C1=CC(=C(C=C1)N1CCC(CC1)(O)CC(=O)OC)F